methyl 2-(3-(7-chloro-4-(methylamino)-2-oxoquinazolin-1(2H)-yl)phenyl)acetate ClC1=CC=C2C(=NC(N(C2=C1)C=1C=C(C=CC1)CC(=O)OC)=O)NC